C(N)(=O)C1=CC=C2C(=N1)C=C(N2CC2=CC=C(C=C2)B(O)O)C 4-((5-carbamoyl-2-methylpyrrolo[3,2-b]pyridin-1-yl)methyl)phenylboronic acid